CC(=O)OC1=CC=C(C=C1)[N+](=O)[O-] p-nitrophenylacetate